CC1=C(C(=CC(=C1)N1CC2=C(CCC1)C=C(C=C2)OCCOCC(F)(F)F)C)NC(CC(C)(C)C)=O N-(2,6-Dimethyl-4-(7-(2-(2,2,2-trifluoroethoxy)ethoxy)-1,3,4,5-tetrahydro-2H-Benzo[c]azepine-2-yl)phenyl)-3,3-dimethylbutanamide